C(C)(C)(C)OC(N[C@@H]1CN(C[C@H](C1)F)C1=C2C=C(NC2=C(C=C1F)C(N)=O)C)=O ((3S,5S)-1-(7-carbamoyl-5-fluoro-2-methyl-1H-indol-4-yl)-5-fluoropiperidine-3-Yl)carbamic acid tert-butyl ester